[I-].FC(OC1=CC=C(C=C1)C1=CN=C2N1C=CN=C2NC2=CC(=C(C(=O)NCCOCC[N+](C)(C)C)C=C2)C)F 2-(2-(4-((3-(4-(difluoromethoxy)phenyl)imidazo[1,2-a]pyrazin-8-yl)amino)-2-methylbenzamido)ethoxy)-N,N,N-trimethylethanaminium iodide